COC1=CC=2N(C=C1)C(=CN2)C2=CC(=NC=N2)NCC2=CC(=CC=C2)C=2C=NN(C2)C [6-(7-methoxy-imidazo[1,2-a]pyridin-3-yl)-pyrimidin-4-yl]-[3-(1-methyl-1H-pyrazol-4-yl)-benzyl]-amine